NCC1=C(C(=CC(=C1)C(C)(C)C)C(C)(C)C)O 2-(Aminomethyl)-4,6-di-tert-butylphenol